N-[(1R,3S)-3-(6,8-dihydro-5H-[1,2,4]triazolo[3,4-c][1,4]thiazin-3-yl)cyclohexyl]-4-(oxetan-3-yloxy)-5-(trifluoromethyl)pyrimidin-2-amine N=1N=C(N2C1CSCC2)[C@@H]2C[C@@H](CCC2)NC2=NC=C(C(=N2)OC2COC2)C(F)(F)F